BrC1=CNC2=C(C=CC=C12)N1C(CN(CC1)C)=O 1-(3-Bromo-1H-indol-7-yl)-4-methylpiperazin-2-one